Racemic-N-((6R,7R)-2-benzyl-7-hydroxy-1-isopropyl-2-azaspiro[3.4]oct-6-yl)-4-(trifluoromethoxy)benzenesulfonamide C(C1=CC=CC=C1)N1C(C2(C1)C[C@H]([C@@H](C2)O)NS(=O)(=O)C2=CC=C(C=C2)OC(F)(F)F)C(C)C